COC(=O)C1=NC(=C(N=C1N)Cl)Cl.CC1=C(C=C(C(=C1)O)C(C)(C)C)C(CC(C)C1=C(C=C(C(=C1)C(C)(C)C)O)C)C1=C(C=C(C(=C1)C(C)(C)C)O)C 1,1,3-tris-(2-methyl-4-hydroxy-5-tert-butylphenyl)butane methyl-3-amino-5,6-dichloro-pyrazine-2-carboxylate